FC1=CC=C(C=C1)C1SCC(N1C1=C(C=C(C(=O)NC2=CC=C(C=C2)C)C=C1)C)=O 4-[2-(4-Fluorophenyl)-4-oxo-1,3-thiazolidin-3-yl]-3-methyl-N-(4-methylphenyl)benzamide